CC1OC2=C(N=C1)C=C(C=C2)NC2=NC(=NC=C2)N N4-(2-methyl-1,4-benzoOxazin-6-yl)-2,4-pyrimidinediamine